C1(=CC=CC=C1)[S-] thiophenolate